2-(N-methylprop-2-enylamino)acetic acid, ethyl-2-aminohex-5-enyl ester CN(CC(=O)OCC(CCC=CCC)N)CC=C